S(=O)(=O)(O)OC=1C=CC=C2C=CC=NC12 8-quinolinol hemisulfate